7-bromo-3-butyl-8-methoxy-3-methyl-5-phenyl-2,3-dihydro-1,5-benzothiazepin-4(5H)-one BrC=1C(=CC2=C(N(C(C(CS2)(C)CCCC)=O)C2=CC=CC=C2)C1)OC